2-(1,1-dimethylethyl)-1-dodecanol CC(C)(C)C(CO)CCCCCCCCCC